tert-butyl 4-(5-bromo-2-thienyl)-4-hydroxy-3-methyl-piperidine-1-carboxylate BrC1=CC=C(S1)C1(C(CN(CC1)C(=O)OC(C)(C)C)C)O